2-propyl-imidazole-4,5-dicarboxylic acid diethyl ester C(C)OC(=O)C=1N=C(NC1C(=O)OCC)CCC